CS(=O)(=O)OCCC\C=C\C1=C2CN(C(C2=CC=C1)=O)C1C(N(C(CC1)=O)COCC[Si](C)(C)C)=O (E)-5-(2-(2,6-dioxo-1-((2-(trimethylsilyl)ethoxy)methyl)piperidin-3-yl)-1-oxoisoindolin-4-yl)pent-4-en-1-yl methanesulfonate